[2-(6-azaspiro[2.5]oct-6-yl)-4-bromophenyl]-N-[8-(4,4-difluoropiperidinyl)-7-fluoro-2-hydroxy(6-quinolinyl)]formamide C1CC12CCN(CC2)C2=C(C=CC(=C2)Br)N(C=O)C=2C=C1C=CC(=NC1=C(C2F)N2CCC(CC2)(F)F)O